3-methoxy-N-(7-(piperidin-4-ylmethyl)-7-azaspiro[3.5]non-2-yl)benzamide COC=1C=C(C(=O)NC2CC3(C2)CCN(CC3)CC3CCNCC3)C=CC1